3-nitro-4,5,6,7-tetrahydropyrazolo[1,5-a]pyridin-4-ol [N+](=O)([O-])C=1C=NN2C1C(CCC2)O